6-((2,3-Dichlorophenyl)thio)-3-(hexahydropyrrolo[3,4-c]pyrrol-2(1H)-yl)pyrazin-2(1H)-on ClC1=C(C=CC=C1Cl)SC1=CN=C(C(N1)=O)N1CC2CNCC2C1